3-[5-(1,3-Dioxolan-2-yl)pyridin-2-yl]-6-fluoro-2-methoxyaniline O1C(OCC1)C=1C=CC(=NC1)C=1C(=C(N)C(=CC1)F)OC